silver-copper-palladium [Pd].[Cu].[Ag]